(3S,4R)-N-(bis(4-chlorophenyl)methyl)-4-methyl-5-oxopyrrolidine-3-carboxamide ClC1=CC=C(C=C1)C(NC(=O)[C@@H]1CNC([C@@H]1C)=O)C1=CC=C(C=C1)Cl